C(C)C(C(=O)NC1=C(C=CC=C1)C)=CC ethyl-N-(2'-methylphenyl)-2-butenamide